COCCN(CCC(C(=O)O)NC(=O)C1(COC1)C1=CC=CC=C1)CCCCC1=NC=2NCCCC2C=C1 4-[2-methoxyethyl-[4-(5,6,7,8-tetrahydro-1,8-naphthyridin-2-yl)butyl]amino]-2-[(3-phenyloxetane-3-carbonyl)amino]butanoic acid